N-(6-bromo-3-isoquinolinyl)-2-chloro-acetamide BrC=1C=C2C=C(N=CC2=CC1)NC(CCl)=O